CN(C(/C=C/CC[C@H](C(=O)NC=1C(N(C=CC1)CC1=NC2=C(N1)C(=CC(=C2)F)CC(C)C)=O)CN(C([O-])=O)C)=O)C (S,E)-7-(Dimethylamino)-1-((1-((5-fluoro-7-isobutyl-1H-benzo[d]imidazol-2-yl)methyl)-2-oxo-1,2-dihydropyridin-3-yl)amino)-1,7-dioxohept-5-en-2-yl-dimethylcarbamat